OC(=O)C(F)(F)F.FC1=C(C=C(C=C1F)N1N=CC2=CC(=CC=C12)OC1CCNCC1)O 2,3-Difluoro-5-(5-(piperidin-4-yloxy)-1H-indazol-1-yl)phenol TFA salt